O[C@@H]1C[C@H](N(C1)C(=O)C1=CC(=NO1)CCCO)C(=O)NCC1=CC=C(C=C1)C1=C(N=CS1)C (2S,4R)-4-hydroxy-1-[[3-(3-hydroxypropyl)-1,2-oxazol-5-yl]carbonyl]-N-[[4-(4-methyl-1,3-thiazol-5-yl)phenyl]methyl]pyrrolidine-2-carboxamide